C(C)(C)OC(C(F)(F)C1=C(C=CC(=C1)C(C)=N[S@](=O)C(C)(C)C)F)=O (R)-2-(5-(1-((tert-butylsulfinyl)imino)ethyl)-2-fluorophenyl)-2,2-difluoroacetic acid isopropyl ester